(S)-N-(1-amino-3-hydroxy-2-methyl-1-oxopropan-2-yl)-5-(4-cyclobutylphenyl)-2-methylbenzofuran-3-carboxamide NC([C@@](CO)(C)NC(=O)C1=C(OC2=C1C=C(C=C2)C2=CC=C(C=C2)C2CCC2)C)=O